tert-butyl N-[3-(3-iodo-1-tetrahydropyran-2-yl-indazol-5-yl)oxypropyl]carbamate IC1=NN(C2=CC=C(C=C12)OCCCNC(OC(C)(C)C)=O)C1OCCCC1